C1N(CC2=CC=CC=C12)CC=1C=NC(=C(C#N)C1)N1CC2(C1)CCNCC2 5-(isoindolin-2-ylmethyl)-2-(2,7-diazaspiro[3.5]nonan-2-yl)nicotinonitrile